FC(OC1=CC=C(C=C1)S(=O)(=O)N1[C@H]2CC3(C[C@@H]1CC2)CN(C3)CC(C)(C)OC)F (1'R,5'S)-8'-((4-(Difluoromethoxy)phenyl)sulfonyl)-1-(2-methoxy-2-methylpropyl)-8'-azaspiro[azetidine-3,3'-bicyclo[3.2.1]octane]